6-((4-(2-ethoxypropan-2-yl)-4-phenethyl-piperidin-1-yl)methyl)-1,4-dihydro-2H-benzo[d][1,3]oxazin-2-one citrate C(CC(O)(C(=O)O)CC(=O)O)(=O)O.C(C)OC(C)(C)C1(CCN(CC1)CC1=CC2=C(NC(OC2)=O)C=C1)CCC1=CC=CC=C1